(1S,3R)-5-bromo-3-[[tert-butyl-(dimethyl)silyl]oxymethyl]-1-methyl-3,4-dihydro-1H-isoquinoline-2-carboxylic acid tert-butyl ester C(C)(C)(C)OC(=O)N1[C@H](C2=CC=CC(=C2C[C@@H]1CO[Si](C)(C)C(C)(C)C)Br)C